CN(C)CC1=NN=C2N1C1=CC=CC=C1C(=N2)N(C2=CC=CC=C2)C ((Dimethylamino)methyl)-N-methyl-N-phenyl-[1,2,4]triazolo[4,3-a]quinazolin-5-amine